cyclobutyl 3-{[(2E)-3-(benzenesulfonyl)prop-2-en-1-yl]carbamoyl}-2-oxo-1,2,5,6,7,8-hexahydro-1,6-naphthyridine-6-carboxylate C1(=CC=CC=C1)S(=O)(=O)/C=C/CNC(=O)C=1C(NC=2CCN(CC2C1)C(=O)OC1CCC1)=O